1-(2-chlorophenyl)-2-(1,2,3,4-tetrazol-2-yl)ethan-1-one ClC1=C(C=CC=C1)C(CN1N=CN=N1)=O